(2S,11aR)-2-azido-7-fluoro-6-isopropoxy-8-methyl-2,3,11,11a-tetrahydro-1H,5H-benzo[f]pyrrolo[2,1-c][1,4]oxazepin-5-one N(=[N+]=[N-])[C@H]1C[C@@H]2COC3=C(C(N2C1)=O)C(=C(C(=C3)C)F)OC(C)C